ONC(C1=CC=CC=C1)=O N-hydroxybenzoamide